2-(cyclobutyl(2-methoxyethyl)amino)acetonitrile C1(CCC1)N(CC#N)CCOC